(S)-2-(1-(3-chlorophenyl)-2-hydroxyethyl)-6-(5-methyl-2-((1-methyl-1H-pyrazol-5-yl)amino)pyrimidin-4-yl)-3,4-dihydropyrrolo[1,2-c]pyrimidin-1(2H)-one ClC=1C=C(C=CC1)[C@@H](CO)N1C(N2C(CC1)=CC(=C2)C2=NC(=NC=C2C)NC2=CC=NN2C)=O